S1C=CC=2C(NCCC21)=O 6,7-dihydrothieno[3,2-c]Pyridin-4-one